1-phenyl-4-benzyl-5-piperidinyl-1,2,3-triazole C1(=CC=CC=C1)N1N=NC(=C1N1CCCCC1)CC1=CC=CC=C1